4-bromo-2-(4-chloro-2-fluorophenyl)-7-fluoro-2-methylbenzo[d][1,3]dioxol BrC1=CC=C(C=2OC(OC21)(C)C2=C(C=C(C=C2)Cl)F)F